C(C)(C)(C)OC(=O)N1C[C@@]2(CC1)C[C@H]([C@@H](CC2)N2N=C1C=C(C(=CC1=C2)Br)OC)C |r| rac-(5r,7r,8r)-8-(5-bromo-6-methoxy-2H-indazol-2-yl)-7-methyl-2-azaspiro[4.5]decane-2-carboxylic acid tert-butyl ester